FC1=CC=C(C=C1)NC1=CC(=C(C=C1)NCC1(COC1)CN1CCCC1)C(F)(F)F N4-(4-fluorophenyl)-N1-((3-(pyrrolidin-1-ylmethyl)oxetan-3-yl)methyl)-2-(trifluoromethyl)benzene-1,4-diamine